(hydroxyl)-methanesulfinic acid OCS(=O)O